O-phenyl carbamate C(N)(OC1=CC=CC=C1)=O